BrC=1C=2C3=C(C=NN(C3=CC1)C1C(NC(CC1)=O)=O)C=CC2 3-(7-bromo-1H-benzo[de]cinnolin-1-yl)piperidine-2,6-dione